tridecyloxabicyclo[10.4.0]hexadecene C(CCCCCCCCCCCC)C1=C2CCCCC2CCCCCCCCO1